C(C)(C)(C)NS(=O)(=O)C=1OC(=CC1)C(=O)N1CC2(C3=CC(=CC=C13)NS(=O)(=O)C)CCC1(CC2)CC1 N-(tert-butyl)-5-(5''-(methylsulfonamido)dispiro[cyclopropane-1,1'-cyclohexane-4',3''-indoline]-1''-carbonyl)furan-2-sulfonamide